5-((tert-butoxycarbonyl)amino)-2-(1,3-dioxoisoindolin-2-yl)pentanoic acid C(C)(C)(C)OC(=O)NCCCC(C(=O)O)N1C(C2=CC=CC=C2C1=O)=O